C(CCCCCCC)C1=CC=C(S1)C=1SC(=CC1)C=1SC(=CC1)C=1SC(=CC1)CCCCCCCC 5,5'''-di-n-octyl-2,2':5',2'':5'',2'''-quaterthiophene